O1NOCC2C1C1=CC=CC=C1C2 4,4A,5,9B-tetrahydro-indeno[1,2-d]-1,3-dioxazine